O[C@H]1[C@H](CCCC1)N1C=NC2=C3C(=C(C=C2C1=O)CC=1C=NC(=CC1)C)C=CC=C3 3-((1S,2R)-2-hydroxycyclohexyl)-6-((6-methylpyridin-3-yl)methyl)benzo[h]quinazolin-4(3H)-one